FC1=CC=C(C2=NSN=C21)[N+](=O)[O-] 4-fluoro-7-nitro-2,1,3-benzothiadiazole